C1(CCCC1)N1C(C(=C(C=C1C)C)C(=O)NC1=CC(=C(C=C1)OC1=CC=NC2=CC(=C(N=C12)OC)OC)F)=O 1-cyclopentyl-N-[4-[(6,7-dimethoxy-1,5-naphthyridin-4-yl)oxy]-3-fluorophenyl]-4,6-dimethyl-2-oxopyridine-3-carboxamide